C1(=CC=CC=C1)C=NCCC[Si](OCC)(OCC)OCC 1-phenyl-N-(3-(triethoxysilyl)propyl)methanimine